(3S,6S,7aS,8aR,9aR)-8a-methyl-5-oxo-3-(3-(pyridin-3-yl)azetidine-1-carbonyl)decahydro-1H-cyclopropa[d]pyrrolo[1,2-a]azocin C[C@@]12C[C@@H]3N(C(CC[C@H]1C2)=O)[C@@H](CC3)C(=O)N3CC(C3)C=3C=NC=CC3